CN(C)\C=N\C([C@H](C)NC(C1=CC(=CC(=C1)C(F)(F)F)C(F)(F)F)=O)=O N-[(1S)-2-[(E)-dimethylamino-methylene-amino]-1-methyl-2-oxo-ethyl]-3,5-bis(trifluoromethyl)benzamide